4-methyl-N-propargyl-N-(3-p-tolylallyl)benzenesulfonamide CC1=CC=C(C=C1)S(=O)(=O)N(CC=CC1=CC=C(C=C1)C)CC#C